Cl.FC1(CN=CC=C1)F 3,3-difluoropyridine hydrochloride